N=C(CCCSCCC(=O)OCCCCCCCCCCCCCC)NCCNCCNC(CCCSCCC(=O)OCCCCCCCCCCCCCC)=N ditetradecyl 8,16-diimino-4,20-dithia-9,12,15-triazatricosanedioate